ClC1=C(C=CC=C1)[C@@H](CC)C=1C=NN(C1C#N)C (1S,2S)-1-(2-chlorophenyl)-1-(5-cyano-1-methyl-1H-pyrazol-4-yl)propan